COC1=C(C=CC=C1)C1=CC=CC=C1OC 2,6'-Dimethoxybiphenyl